FC=1C(=C(C=CC1)N[C@H](C)C=1C=C(C=C2C(N(C(=NC12)C1CCOCC1)C)=O)C)N1CCC(CC1)O (R)-8-(1-((3-fluoro-2-(4-hydroxypiperidin-1-yl)phenyl)amino)ethyl)-3,6-dimethyl-2-(tetrahydro-2H-pyran-4-yl)quinazolin-4(3H)-one